2-((tert-butyldimethylsilyl)oxy)-N-(2,4-dimethoxybenzyl)ethan-1-amine [Si](C)(C)(C(C)(C)C)OCCNCC1=C(C=C(C=C1)OC)OC